C(C)OC=O.C(#N)C=1C=C(C=CC1OCC(C)C)C=1SC=C(N1)C (3-cyano-4-isobutoxyphenyl)-4-methyl-thiazole ethyl-formate